S(N)(ON1C(N(C(C1)C(N(C)C1=C(C(=C(C=C1)F)Cl)F)=O)C1=NC(=CC(=C1)C(F)(F)F)C)=O)(=O)=O 4-((3-Chloro-2,4-difluorophenyl)(methyl)carbamoyl)-3-(6-methyl-4-(trifluoromethyl)pyridin-2-yl)-2-oxoimidazolidin-1-yl 1-sulfamate